O=C1NC(CCC1N1C(C2=CC=C(C=C2C1)C(=O)N1CC2(C1)C=C(C2)C2=C(C#N)C=CC=C2)=O)=O 2-{2-[2-(2,6-dioxopiperidin-3-yl)-1-oxo-3H-isoindole-5-carbonyl]-2-azaspiro[3.3]hept-5-en-6-yl}benzonitrile